1-chloropyrazolo[5,1-a][2,7]naphthyridine-6-carbaldehyde ClC1=NC=CC=2C=C(N3C(C12)=CC=N3)C=O